C(=O)(O)C(CCCC=1C=C(C=CC1)CCCCC1CC1)(C)C 1-(4-(3-(4-carboxy-4-methylpentyl)phenyl)butyl)cyclopropane